Cl.FC=1C=C(C=CC1F)[C@@]1(CN2[C@H](CO1)CNCC2)O (3R,9aS)-3-(3,4-difluorophenyl)octahydropyrazino[2,1-c][1,4]oxazin-3-ol hydrochloride